C(C1=CC=CC=C1)OCC(OC)=C(C#N)C#N 2-(2-(Benzyloxy)-1-methoxyethylidene)malononitrile